FC1=NC(=C(C=C1[N+](=O)[O-])F)OCC1=CC=C(C=C1)OC 2,5-difluoro-6-[(4-methoxyphenyl)methoxy]-3-nitro-pyridine